C(CCCCCCC)OCOOCCCC(CC(CC(CC(CC(CC(C)O)C)C)C)C)C 14-hydroxy-4,6,8,10,12-pentamethylpentadecyloxy octyloxymethyl ether